(1S)-1-(2-chloro-6-fluoro-phenyl)ethylamine ClC1=C(C(=CC=C1)F)[C@H](C)N